5-oxopyrrolidine-3-carboxamide O=C1CC(CN1)C(=O)N